ClC1=CC=C(C(=N1)CN(C)C)N1CCC(CC1)(O)COCCCC(=O)OC(C)(C)C tert-butyl 4-[(1-{6-chloro-2-[(dimethylamino)methyl]pyridin-3-yl}-4-hydroxypiperidin-4-yl)methoxy]butanoate